tert-butyl 9-(4-amino-5-(4-(difluoromethoxy)phenyl)-7-methyl-7H-pyrrolo[2,3-d]pyrimidin-6-yl)-3-azaspiro[5.5]undec-8-ene-3-carboxylate NC=1C2=C(N=CN1)N(C(=C2C2=CC=C(C=C2)OC(F)F)C2=CCC1(CCN(CC1)C(=O)OC(C)(C)C)CC2)C